ClC1=CC=C(C=C1)[C@H](C1=CC=C(C(=O)N)C=C1)OC1=CC=C2C(CCOC2=C1)=O (S)-4-((4-Chlorophenyl)((4-oxochroman-7-yl)oxy)methyl)benzamide